C(C)(C)(C)C=1C=CC=C(C1)C1=CC=CC(=C1)C(C)(C)C 5,5'-di-tert-butyl-1,1'-biphenyl